5-chloro-4-fluoro-6-(1,2,3,6-tetrahydropyridin-4-yl)-1H-indazole ClC=1C(=C2C=NNC2=CC1C=1CCNCC1)F